Tert-butyl 2-(2-(prop-2-yn-1-yloxy)ethoxy)acetate C(C#C)OCCOCC(=O)OC(C)(C)C